FC(=CCC(N1N=CC(=C1)C=1C2=C(N=CN1)NC=C2)C=2C=NC=C(C#N)C2)F 5-{4,4-difluoro-1-[4-(7H-pyrrolo[2,3-d]pyrimidin-4-yl)-1H-pyrazol-1-yl]but-3-en-1-yl}nicotinonitrile